dimethyl-(cyclopentadienyl)(fluoren-1-yl)silane C[Si](C1=CC=CC=2C3=CC=CC=C3CC12)(C1C=CC=C1)C